malate (2-[(dimethoxyphosphoryl) sulfanyl]Diethyl succinate) COP(=O)(OC)SC(C(=O)O)C(C(=O)O)(CC)CC.C(C(O)CC(=O)O)(=O)O